S1(=O)(=O)OC(=CO1)N aminovinylene sulfate